BrC=1C(=CC=C2CCC(OC12)(C)C)F 8-bromo-7-fluoro-2,2-dimethyl-chroman